O1C=CC=2C(=NC=CC21)C2=CC=C(C(=O)NC1CC3CCC(C1)C3O)C=C2 4-(furo[3,2-c]pyridin-4-yl)-N-(8-hydroxybicyclo[3.2.1]octan-3-yl)benzamide